(Benzyloxy)-6-(2-((2-(4-(benzyloxy)-3-(methoxy-d3) phenyl) ethyl-1,1-d2) amino)-2-oxoethyl)-3-methoxybenzyl acetate C(C)(=O)OC(C1=CC(=CC=C1CC(=O)NC(CC1=CC(=C(C=C1)OCC1=CC=CC=C1)OC([2H])([2H])[2H])([2H])[2H])OC)OCC1=CC=CC=C1